FC(C(F)(F)F)(O[Si](C(F)(F)F)(C(F)(F)F)C(C(C(C(C(C(C(C(F)(F)F)(F)F)(F)F)(F)F)(F)F)(F)F)(F)F)(F)F)F perfluorooctyl-dimethyl-ethoxysilane